tertbutyl 4-(3-chlorophenethyl)-5-methyl-2-((4-(methylsulfonyl)phenoxy)methyl)piperazine-1-carboxylate ClC=1C=C(CCN2CC(N(CC2C)C(=O)OC(C)(C)C)COC2=CC=C(C=C2)S(=O)(=O)C)C=CC1